C1(CC1)C1=NN=C2N1C1=C(C=CC(=C1NC2(C)C)F)C cyclopropyl-6-fluoro-4,4,9-trimethyl-4,5-dihydro-[1,2,4]triazolo[4,3-a]quinoxaline